3-[[[(tert-butyl)thio]thiomethyl]thio]propionic acid C(C)(C)(C)SSCSCCC(=O)O